COC=1C(=CC=2N(C1)N=C(C2)CCS(=O)(=O)C)NC(OC(C)(C)C)=O tert-butyl N-[6-methoxy-2-(2-methylsulfonylethyl)pyrazolo[1,5-a]pyridin-5-yl]carbamate